(R)-3,4-difluoro-N-(2-hydroxy-1-naphthalen-2-yl-ethyl)-benzamide FC=1C=C(C(=O)N[C@@H](CO)C2=CC3=CC=CC=C3C=C2)C=CC1F